FC(C=1C=2N(C=CC1)N=C(C2)[C@@H]2N(CCC1=C2N=CN1)C(=O)C=1OC(=NN1)C=1C(=NN(C1)C)C)F (R)-(4-(4-(difluoromethyl)pyrazolo[1,5-a]pyridin-2-yl)-6,7-dihydro-1H-imidazo[4,5-c]pyridin-5(4H)-yl)(5-(1,3-dimethyl-1H-pyrazol-4-yl)-1,3,4-oxadiazol-2-yl)methanone